CC1=NC(=CC=C1C=1C(=C(C(=C(C1C1=CC(=CC=C1)N1C2=CC=CC=C2C=2C=C(C=CC12)C)C1=CC(=CC=C1)N1C2=CC=CC=C2C=2C=C(C=CC12)C)C1=CC(=CC=C1)N1C2=CC=CC=C2C=2C=C(C=CC12)C)C#N)C1=CC(=CC=C1)N1C2=CC=CC=C2C=2C=C(C=CC12)C)C 5'-(2,6-dimethylpyridin-3-yl)-3,3''-bis(3-methyl-9H-carbazol-9-yl)-4',6'-bis(3-(3-methyl-9H-carbazol-9-yl)phenyl)-[1,1':2',1''-terphenyl]-3'-carbonitrile